L-2-(N-morpholinyl)ethanesulfonic acid hydrate O.N1(CCOCC1)CCS(=O)(=O)O